BrC1=C(N=C2N(C1=O)C=CC(=C2)OC)C(F)(F)F 3-bromo-8-methoxy-2-(trifluoromethyl)-4H-pyrido[1,2-a]pyrimidin-4-one